(R)-1-(2,5-difluoropyridin-3-yl)ethyl (1-methyl-4-(5-(1-methyl-6-oxo-1,6-dihydropyridine-3-carboxamido) pyridin-2-yl)-1H-1,2,3-triazol-5-yl)carbamate CN1N=NC(=C1NC(O[C@H](C)C=1C(=NC=C(C1)F)F)=O)C1=NC=C(C=C1)NC(=O)C1=CN(C(C=C1)=O)C